n-methoxy-4-(4-methyl-1H-indol-2-yl)-2-carbonyl-5-phenyl-2,5-dihydrofuran-3-carboxamide CONC(=O)C=1C(OC(C1C=1NC2=CC=CC(=C2C1)C)C1=CC=CC=C1)=C=O